tert-butyl 3-[4-cyano-1-[4-(trifluoromethoxy)phenyl]pyrazolo[3,4-b]pyridin-3-yl]azetidine-1-carboxylate C(#N)C1=C2C(=NC=C1)N(N=C2C2CN(C2)C(=O)OC(C)(C)C)C2=CC=C(C=C2)OC(F)(F)F